ClC=1C=C(C=C(C1)Cl)C(C)=NO 1-(3,5-dichlorophenyl)ethanone oxime